NC1=C(C=C(OC2=NC=CC=C2C2=NC(=NC=C2)N[C@@H]2CN(CCC2)C(=O)OC(C)(C)C)C=C1)F tert-butyl (3S)-3-[[4-[2-(4-amino-3-fluoro-phenoxy)-3-pyridyl]pyrimidin-2-yl]amino]piperidine-1-carboxylate